C(CCCCCCCCCCC)SC(=S)SC(C(=O)O)C 2-[(dodecylmercaptothiocarbonyl)mercapto]propionic acid